NC=1C(=C(C(=O)NC=2OC(=NN2)C)C(=CC1)F)F 3-amino-2,6-difluoro-N-(5-methyl-1,3,4-oxadiazol-2-yl)benzamide